calcium 2,5-dihydroxyterephthalate OC1=C(C(=O)[O-])C=C(C(=C1)C(=O)[O-])O.[Ca+2]